bisthietanyl tetrasulfide S1C(CC1)SSSSC1SCC1